CN(C(=O)C1=NN2C(CN(CCC2)C(=O)OC(C)(C)C)=C1COC)C tert-butyl 2-(dimethylcarbamoyl)-3-(methoxymethyl)-7,8-dihydro-4H-pyrazolo[1,5-a][1,4]diazepine-5(6H)-carboxylate